FC1(C[C@H](N(C1)C(=O)OC(C)(C)C)C(N(C)OC)=O)F tert-butyl (S)-4,4-difluoro-2-(methoxy(methyl)carbamoyl)pyrrolidine-1-carboxylate